NC1=C2CN(C(C2=CC=C1)=O)C1C(N=C(CC1)O)=O 4-amino-2-(6-hydroxy-2-oxo-2,3,4,5-tetrahydropyridin-3-yl)-2,3-dihydro-1H-isoindol-1-one